N=1N(N=CC1)C1=CC=CC=C1C(=O)N 2H-triazol-2-benzamide